1-[(4R)-4-(6-Bromo-2H-1,3-benzodioxol-5-yl)-3a,4,5,9b-tetrahydro-3H-cyclopenta[c]quinolin-8-yl]ethan-1-one BrC=1C(=CC2=C(OCO2)C1)[C@@H]1NC=2C=CC(=CC2C2C1CC=C2)C(C)=O